Bis(2-(3-bromophenyl)-1H-indol-3-yl)methane BrC=1C=C(C=CC1)C=1NC2=CC=CC=C2C1CC1=C(NC2=CC=CC=C12)C1=CC(=CC=C1)Br